FC(C1=C(N=NN1C)CNC1=CC2=C(N(C(=N2)N2C(=CC=C2C)C)C)C(=C1)C#N)F 5-(((5-(difluoromethyl)-1-methyl-1H-1,2,3-triazol-4-yl)methyl)amino)-2-(2,5-dimethyl-1H-pyrrol-1-yl)-1-methyl-1H-benzo[d]imidazole-7-carbonitrile